2-[2-[2-(1,3-benzothiazol-2-yl)ethylcarbamoyl]indan-2-yl]acetic acid S1C(=NC2=C1C=CC=C2)CCNC(=O)C2(CC1=CC=CC=C1C2)CC(=O)O